CC(C)C=1N=C2C(=NC1)NC=C2 (propan-2-yl)-5H-pyrrolo[2,3-b]pyrazine